[Si](C)(C)(C(C)(C)C)O[C@@H]1[C@@H]2CC[C@@H]([C@]2(CCC1)C)[C@@H]([C@@H](C(=O)OC)F)C Methyl (2S,3S)-3-{(1R,3aR,4S,7aR)-4-[(tert-butyldimethylsilyl)oxy]-7a-methyloctahydro-1H-inden-1-yl}-2-fluorobutanoate